ClC=1C=CC2=C(C=CCC=3N2C(=NN3)[C@@H]3CC[C@H](CC3)OC3=NC=CC=C3)C1 8-chloro-1-[trans-4-(pyridin-2-yloxy)cyclohexyl]-4H-[1,2,4]triazolo[4,3-a][1]benzazepin